[Cl-].C(CCCCCCCCC)N1CC(=CC=C1)C=C 1-decyl-3-vinyl-pyridine chloride salt